C[C@@H]1COCCN1CC(=O)NCC1=CC(=NC=C1)OCC(F)(F)F (R)-2-(3-Methylmorpholino)-N-((2-(2,2,2-trifluoroethoxy)pyridin-4-yl)methyl)acetamide